1-{2-[(2,4-Dimethoxybenzyl)sulfamoyl]-4-nitrophenyl}-1H-pyrazole-4-carboxylic acid COC1=C(CNS(=O)(=O)C2=C(C=CC(=C2)[N+](=O)[O-])N2N=CC(=C2)C(=O)O)C=CC(=C1)OC